CN[C@H]1[C@@H](CCCC1)NC trans-N,N'-dimethyl-1,2-diaminocyclohexane